N-(1-((1-methyl-1H-pyrazol-4-yl)sulfonyl)piperidin-4-yl)-5-(trifluoromethyl)pyrimidin-2-amine CN1N=CC(=C1)S(=O)(=O)N1CCC(CC1)NC1=NC=C(C=N1)C(F)(F)F